2-(4-(2-(2,6-dioxopiperidin-3-yl)-1,3-dioxoisoindolin-4-yl)piperazine-1-carbonyl)cyclopropane-1-carboxylic acid O=C1NC(CCC1N1C(C2=CC=CC(=C2C1=O)N1CCN(CC1)C(=O)C1C(C1)C(=O)O)=O)=O